ClC=1C=CC(=C(CN(C(=O)C=2C(=NN(C2F)C)C(Cl)Cl)C2CC2)C1)C(Cl)(Cl)Cl N-[5-Chloro-2-(trichloromethyl)benzyl]-N-cyclopropyl-3-(dichloromethyl)-5-fluoro-1-methyl-1H-pyrazole-4-carboxamide